C(C)OC(CC(C(F)(F)F)NC(=O)OC(C)(C)C)=O 3-((tert-butoxycarbonyl)amino)-4,4,4-trifluorobutyric acid ethyl ester